COC(C1=CC(=C(C=C1)[N+](=O)[O-])F)=O.C(C(=C)C)(=O)OCC12C3(CCC(C2CCC1)C3)COC(C(=C)C)=O Bis(methacryloyloxymethyl)tricyclo[5.2.1.02,6]decane methyl-3-fluoro-4-nitro-benzoate